2-[3-Cyclopropyl-5-(trifluoromethyl)pyrazol-1-yl]-1-[2-[2-methyl-3-(trideuteriomethoxy)phenyl]pyrrolidin-1-yl]ethanone C1(CC1)C1=NN(C(=C1)C(F)(F)F)CC(=O)N1C(CCC1)C1=C(C(=CC=C1)OC([2H])([2H])[2H])C